N-(3,4-dichloro-1H-indol-7-yl)-4-(N-ethyl-piperazine-1-sulfonimidoyl)benzenesulfonamide ClC1=CNC2=C(C=CC(=C12)Cl)NS(=O)(=O)C1=CC=C(C=C1)S(=O)(=NCC)N1CCNCC1